C12(CC(C1)C2)N2N=CC(=C2)C(=O)NCC#CC2=NN1C(C=CC=C1N[C@H]1[C@H](CN(CC1)C)F)=C2CC(F)(F)F bicyclo[1.1.1]pentan-1-yl-N-[3-(7-{[(3S,4R)-3-fluoro-1-methylpiperidin-4-yl]amino}-3-(2,2,2-trifluoroethyl)pyrazolo[1,5-a]pyridin-2-yl)prop-2-yn-1-yl]-1H-pyrazole-4-carboxamide